(S)-2-((S)-2-((7-chloroquinolin-4-yl)amino)propanamido)-4-methyl-N-((S)-1-oxo-3-(1-trityl-1H-imidazol-4-yl)propan-2-yl)pentanamide ClC1=CC=C2C(=CC=NC2=C1)N[C@H](C(=O)N[C@H](C(=O)N[C@H](C=O)CC=1N=CN(C1)C(C1=CC=CC=C1)(C1=CC=CC=C1)C1=CC=CC=C1)CC(C)C)C